(3S,4R)-4-(5-(tert-butyl)-3-((7-chloro-6-(imidazo[1,2-b]pyridazin-7-yloxy)-1-methyl-1H-imidazo[4,5-b]pyridin-2-yl)amino)-1H-pyrazol-1-yl)tetrahydrofuran-3-ol C(C)(C)(C)C1=CC(=NN1[C@H]1[C@@H](COC1)O)NC=1N(C=2C(=NC=C(C2Cl)OC2=CC=3N(N=C2)C=CN3)N1)C